C(C(=O)O)(=O)O.C(C)(C)C1(CC(=CC=C1)C(C)C)C=1NC=CN1 1,3-diisopropylphenylimidazole oxalate